Propanoic acid, propyl ester C(CC)(=O)OCCC